tert-butyl (S)-4-(4-((benzyloxy)carbonyl)-3-(cyanomethyl)piperazin-1-yl)-2-((1-(tetrahydro-2H-pyran-4-yl)piperidin-4-yl)oxy)-5,8-dihydropyrido[3,4-d]pyrimidine-7(6H)-carboxylate C(C1=CC=CC=C1)OC(=O)N1[C@H](CN(CC1)C=1C2=C(N=C(N1)OC1CCN(CC1)C1CCOCC1)CN(CC2)C(=O)OC(C)(C)C)CC#N